COCCCNC(=O)C1=CC=C(C=C1)Br 4-bromo-N-(3-methoxypropyl)benzamide